2,2'-(cyclopentane-diyl)bis(N,N,N-triethylethan-1-aminium) iodide [I-].C1(CCCC1)(CC[N+](CC)(CC)CC)CC[N+](CC)(CC)CC.[I-]